FC=1C(=NC(=NC1)NC1=C(C=CC(=C1)N1CCN(CC1)C)OC(F)(F)F)C=1C=CC2=CNC=C2C1 6-(5-fluoro-2-((5-(4-methylpiperazin-1-yl)-2-(trifluoromethoxy)phenyl)amino)pyrimidin-4-yl)isoindole